ClC=1C(=NC(=NC1)NC1=CC=NN1C)C1=CC=C2CN(C(C2=C1)=O)[C@@H](C(=O)N[C@H](C)C1=NC(=CC=C1)C)C (2R)-2-(6-{5-chloro-2-[(1-methyl-1H-pyrazol-5-yl)amino]pyrimidin-4-yl}-1-oxo-2,3-dihydro-1H-isoindol-2-yl)-N-[(1R)-1-(6-methylpyridin-2-yl)ethyl]propanamide